ClC=1C=C(C=C(C1F)Cl)[C@@]1(CC(=NO1)C1OC2(C3=CC=CC=C13)CN(C2)C(CS(=O)(=O)C)=O)C(F)(F)F ((5S)-(5-(3,5-dichloro-4-fluorophenyl)-5-(trifluoromethyl)-4,5-dihydroisoxazol-3-yl)-3'h-spiro[azetidine-3,1'-isobenzofuran]-1-yl)-2-(methylsulfonyl)ethan-1-one